BrC=1C=NC(=NC1)[C@@]12CC[C@H](C[C@H]2C1)OC[C@@H]1N([C@@H](C[C@@H]1NS(=O)(=O)CF)C)C(=O)OC(C)C isopropyl (2R,3S,5R)-2-((((1R,3R,6S)-6-(5-bromopyrimidin-2-yl)bicyclo[4.1.0]heptan-3-yl)oxy)methyl)-3-((fluoromethyl)sulfonamido)-5-methylpyrrolidine-1-carboxylate